C(CCCCCCC)(=O)C1=CC=C(C(C(=O)O)=C1)O 5-n-octanoyl-salicylic acid